C(C)(C)(C)OC(=O)N1C[C@H](CCC1)NC(C1=NC(=CC(=C1)C)Cl)=O.C(C)(C)(C)C=CC1=CC=CC=C1 (tertiary butyl)styrene tert-butyl-(S)-3-(6-chloro-4-methylpicolinamido)piperidine-1-carboxylate